8-Methyl-N-{[(2S)-4-methylmorpholin-2-yl]methyl}-2-(pyridin-2-ylmethyl)-4,5-dihydro-2H-furo[2,3-g]indazol-7-carboxamid CC1=C(OC=2CCC3=CN(N=C3C21)CC2=NC=CC=C2)C(=O)NC[C@H]2CN(CCO2)C